(4-chlorobenzyl)-8-(3-(cyclopropylmethoxy)-3-methylbut-1-yn-1-yl)-1-(3-hydroxypropyl)-3-methyl-3,7-dihydro-1H-purine-2,6-dione ClC1=CC=C(CN2C(=NC=3N(C(N(C(C23)=O)CCCO)=O)C)C#CC(C)(C)OCC2CC2)C=C1